monocarboxylisooctyl phthalate C(C=1C(C(=O)[O-])=CC=CC1)(=O)OCCCCCC(C)(C)C(=O)O